N-(3-methoxy-4-methylphenyl)-4-((2-nitro-3-(pyrrolidin-1-yl)phenyl)amino)cyclohexanecarboxamide COC=1C=C(C=CC1C)NC(=O)C1CCC(CC1)NC1=C(C(=CC=C1)N1CCCC1)[N+](=O)[O-]